Phthalamate semicarbazone C(C=1C(C(=O)N)=CC=CC1)([O-])=NNC(=O)N